C(#N)C=1C=C(C=CC1)C(C=1C=CC(=C(C1)NC(=O)C1=CC(=NN1C=1C=C(CNC(OC(C)(C)C)=O)C=CC1)C(F)(F)F)F)O tert-butyl 3-(5-(5-((3-cyanophenyl)(hydroxy)methyl)-2-fluorophenylcarbamoyl)-3-(trifluoromethyl)-1H-pyrazol-1-yl)benzylcarbamate